N=S(/C=C/CNC(=O)C=1C(NC=2CCCCC2C1)=O)(=O)C=1C=C2CCCN(C2=CC1)C N-[(2E)-3-[imino(1-methyl-1,2,3,4-tetrahydroquinolin-6-yl)oxo-λ6-sulfanyl]prop-2-en-1-yl]-2-oxo-1,2,5,6,7,8-hexahydroquinoline-3-carboxamide